ClC=1C(=NC=C(N1)C(F)(F)F)N1[C@H](CN(CC1)C(=O)OC(C)(C)C)C(=O)NC t-butyl (R)-4-(3-chloro-5-(trifluoromethyl)pyrazin-2-yl)-3-(methylaminoformyl)piperazin-1-carboxylate